2-(2-Dimethylaminoethyloxy)ethanol CN(CCOCCO)C